C[C@]12CC[C@H]3[C@H]([C@@H]1CC=C2)CC[C@@H]4[C@@]3(CC[C@H](C4)O)C 5-androst-16-en-3-ol